C(#N)N=C(NCCCCCCC1CN(CC1)C(=O)C1SCCC1)NC1=CC=NC=C1 2-cyano-1-(6-(1-(2-tetrahydrothienylformyl)pyrrolidine-3-yl)hexyl)-3-(4-pyridinyl)guanidine